COC(=O)C=1C(=CC=CC1)C1=CC(=CC=C1)OCC1=NC=CC=C1C 3'-((3-methylpyridin-2-yl)methoxy)-[1,1'-biphenyl]-2-carboxylic acid methyl ester